C(N)(OC1=C(C2=CC=CC=C2C(=C1C(C)(C)C)Br)F)=O Tert-butyl(4-bromo-1-fluoronaphthalen-2-yl) carbamate